C(#N)CCN1N=NN=C1CC[C@@H](C(=O)OC)NC(=O)C1=NC=C(C=C1)NC(=O)OC1=CC=C(C=C1)[N+](=O)[O-] methyl (2S)-4-[(2-cyanoethyl)-1H-1,2,3,4-tetrazol-5-yl]-2-({5-[(4-nitrophenoxycarbonyl)amino]pyridin-2-yl}formamido)butanoate